N-(6-(2-chloro-5-fluorophenyl)-3-(chloromethyl)-2-methyl-8-oxo-2,6,7,8-tetrahydropyrrolo[3,4-g]indazol-5-yl)-3-fluoro-5-(trifluoromethyl)benzamide ClC1=C(C=C(C=C1)F)C1NC(C2=C1C(=CC1=C(N(N=C21)C)CCl)NC(C2=CC(=CC(=C2)C(F)(F)F)F)=O)=O